ClC=1C=C(C=C(C1)F)C(C)N1CCC1 1-[1-(3-chloro-5-fluorophenyl)ethyl]azetidin